CC1=NOC(=C1C=1C=C2C(=NC1)N(C=C2C2=C(C=C(C(=O)O)C=C2)OC(F)(F)F)C2=CC=C(C=C2)F)C 4-(5-(3,5-dimethylisoxazol-4-yl)-1-(4-fluorophenyl)-1H-pyrrolo[2,3-b]pyridin-3-yl)-3-(trifluoromethoxy)benzoic acid